C(C1=CC=CC=C1)NC=1C=C(C=CC1)NC(=O)C=1SC=CC1 N-(3-(benzylamino)phenyl)thiophene-2-carboxamide